BrC1(C(C=2N(C=C1)C(NC2S(=O)(=O)C)(C2=CC(=CC(=C2)F)F)C2=CC(=CC(=C2)F)F)(C)C)S(=O)(=O)C 7-bromo-3-(3,5-difluorophenyl)-8-methyl-3-(3,5-difluorophenyl)-8-methyl-1,7-bis(methylsulfonyl)imidazo[1,5-a]pyridine